ClC=1C=C2C(=C(C=NC2=CC1)C(=O)N1CCN(CC1)C(=O)N(C)C)N1CCC(CC1)(C1=CC=CC=C1)C#N 4-(6-chloro-4-(4-cyano-4-phenylpiperidin-1-yl)quinoline-3-carbonyl)-N,N-dimethylpiperazine-1-carboxamide